ClC1=CC(=C(C=C1)C=1C=2N(N=C(C1)[C@H]1C[C@H](O[C@@H](C1)C)C=1C=NN(C1)C1CC1)C(C(=C(N2)C)C)=O)F 9-(4-chloro-2-fluoro-phenyl)-7-[(2S,4R,6R)-2-(1-cyclopropylpyrazol-4-yl)-6-methyl-tetrahydropyran-4-yl]-2,3-dimethyl-pyrimido[1,2-b]pyridazin-4-one